acetoacetic acid ethyl ester (ethyl acetoacetate) C(C)CC(CC(=O)O)=O.C(C)OC(CC(=O)C)=O